N1C(=CC=2C=NC=CC21)CNC(=O)[C@H]2N(C[C@@H](C2)OC(F)F)C(CNC(C2=CC(=CC=C2)OC2=CC=CC=C2)=O)=O (2S,4R)-N-((1H-pyrrolo[3,2-c]pyridin-2-yl)methyl)-4-(difluoromethoxy)-1-((3-phenoxybenzoyl)glycyl)pyrrolidine-2-carboxamide